CC1=C(C=CC(=C1)C1=NC=NN2C1=CC(=C2)CC[C@@H](C=O)F)CNC(OC(C)(C)C)=O |r| tert-butyl N-[[2-methyl-4-[6-[rac-(3S)-3-fluoro-4-oxo-butyl]pyrrolo[2,1-f][1,2,4]triazin-4-yl]phenyl]methyl]carbamate